(S)-N-(5-(2-(1-cyclopropylethyl)-7-(dimethylphosphoryl)-1-oxoisoindolin-5-yl)pyridin-2-yl)acetamide C1(CC1)[C@H](C)N1C(C2=C(C=C(C=C2C1)C=1C=CC(=NC1)NC(C)=O)P(=O)(C)C)=O